S1N=C(C=N1)C(N)=N 1,2,5-thiadiazole-3-carboximidamide